ClC=1C(=C(C=CC1)NC(=S)C=1C(NCCC1NCC1=C(C=NC=C1)OCC1(OCC1)C)=O)OC(F)F N-[3-chloro-2-(difluoromethoxy)phenyl]-4-[({3-[(2-methyloxetan-2-yl)methoxy]pyridin-4-yl}methyl)amino]-2-oxo-1,2,5,6-tetrahydropyridine-3-carbothioamide